3-(2-methoxyethyl)-1-methyl-5-((4-(4-(trifluoromethyl)piperidin-1-yl)phenyl)amino)-1,3-dihydro-2H-benzo[d]imidazol-2-one COCCN1C(N(C2=C1C=C(C=C2)NC2=CC=C(C=C2)N2CCC(CC2)C(F)(F)F)C)=O